C(C)(C)[C@@H]1N(CC=2C1=NC=C(C2)C(=O)OC)C(=O)OC(C)(C)C 6-(tert-butyl) 3-methyl (S)-7-isopropyl-5,7-dihydro-6H-pyrrolo[3,4-b]pyridine-3,6-dicarboxylate